1-((2R,5S)-4-((S)-6-chloro-2-(3-(dimethylamino)azetidin-1-yl)-8-fluoro-7-(6-fluoro-1-methyl-1H-indazol-7-yl)quinazolin-4-yl)-2,5-dimethylpiperazin-1-yl)prop-2-en-1-one ClC=1C=C2C(=NC(=NC2=C(C1C=1C(=CC=C2C=NN(C12)C)F)F)N1CC(C1)N(C)C)N1C[C@H](N(C[C@@H]1C)C(C=C)=O)C